1-(3,4-Dimethoxyphenyl)-9-methyl-3-(trifluoromethyl)-3H-pyrrolo[1,2-a]indol-3-ol COC=1C=C(C=CC1OC)C1=CC(N2C1=C(C=1C=CC=CC21)C)(O)C(F)(F)F